1-(4-(4-((4-([1,1'-biphenyl]-3-yl)-5-chloropyrimidin-2-yl)amino)piperidine-1-carbonyl)piperidin-1-yl)ethan-1-one C1(=CC(=CC=C1)C1=NC(=NC=C1Cl)NC1CCN(CC1)C(=O)C1CCN(CC1)C(C)=O)C1=CC=CC=C1